[Li+].FC1=CC=C(C=C1)[C@@H](C)NC1=C(C(=O)[O-])C=CN=C1 (R)-3-((1-(4-fluorophenyl)ethyl)amino)isonicotinic acid lithium salt